[Si](C)(C)(C(C)(C)C)O[C@H](COC1=CC=C(C(=O)NC2=CC=C(C=C2)N2CCN(CC2)C2=NC=CC(=C2)C#N)C=C1)CF |r| rac-4-(2-((tert-Butyldimethylsilyl)oxy)-3-fluoropropoxy)-N-(4-(4-(4-cyanopyridin-2-yl)piperazin-1-yl)phenyl)benzamid